C/C/1=C/CCC(=C)[C@H](CC(/C=C\C1)(C)C)O humulenol